ClC1(C(P(CC1)OCC1=CC=CC=C1)(OCC1=CC=CC=C1)Cl)Cl trichloro-dibenzoxyphospholane